FC(C(=O)O)(F)F.C1N[C@H](CC12CCCC2)C=2N=C1N(C=C(C=C1)NC(=O)C=1C=C3C=NN(C3=CC1)C)C2 |r| rac-N-(2-{2-azaspiro[4.4]nonan-3-yl}imidazo[1,2-a]pyridin-6-yl)-1-methylindazole-5-carboxamide trifluoroacetate